FC(C1=CN=CC(=N1)N1CCC2(CCN(C2)C=2C=NC(=CC2)C(F)(F)F)CC1)(F)F 8-[6-(trifluoromethyl)pyrazin-2-yl]-2-[6-(trifluoromethyl)pyridin-3-yl]-2,8-diazaspiro[4.5]decane